CC=1C=CC=2NC=3C=C4C(=CC3C(C2C1)=O)NC1=CC=C(C=C1C4=O)C 5,12-dihydro-2,9-dimethylquinolino[2,3-B]acridine-7,14-dione